ClC1=NN2C(N=CC3=C2C(CC3C(=O)NC=3C=NC(=C(C3)Cl)C=3N=NN(N3)C3COC3)(C)C)=C1 2-chloro-N-(5-chloro-6-(2-(oxetan-3-yl)-2H-tetrazol-5-yl)pyridin-3-yl)-8,8-dimethyl-7,8-dihydro-6H-cyclopenta[e]pyrazolo[1,5-a]pyrimidine-6-carboxamide